1-(4-fluorophenyl)-3-(5-oxo-1-quinolin-8-ylpyrrolidin-3-yl)urea FC1=CC=C(C=C1)NC(=O)NC1CN(C(C1)=O)C=1C=CC=C2C=CC=NC12